ClC1=C(C=C(C(=C1)S(=O)(=NCC1=CC(=CC=C1)OC(F)(F)F)C)C)N=CN(C)CC N'-(2-chloro-5-methyl-4-(S-methyl-N-(3-(trifluoromethoxy)benzyl)sulfonimidoyl)phenyl)-N-ethyl-N-methylformimidamide